CN1C(C(=CC2=C1N=C(N=C2)NC=2C=CC(=NC2)OCCN2CCN(CC2)C(=O)OC(C)(C)C)C(NCC2=CC=NC=C2)=O)=O tert-butyl 4-[2-[[5-[[8-methyl-7-oxo-6-(4-pyridylmethylcarbamoyl)pyrido[2,3-d]pyrimidin-2-yl]amino]-2-pyridyl]oxy]ethyl]piperazine-1-carboxylate